3-chloro-5,6-difluoro-3-(trifluoromethyl)indolin-2-one ClC1(C(NC2=CC(=C(C=C12)F)F)=O)C(F)(F)F